C(O)(=O)OC(C)(C(C)(O)C)C 2,3-dimethyl-2,3-butanediol carbonate